4-phenylbutyne C1(=CC=CC=C1)CCC#C